NC1(C(CCC1)CC)COC1=C(C#N)C(=CC(=C1)C1=CN=C2N1C(=CC=C2)OC)SC 2-((1-Amino-2-ethylcyclopentyl)methoxy)-4-(5-methoxyimidazo[1,2-a]pyridin-3-yl)-6-(methylthio)benzonitrile